N1=CC=NC=2C(=CC=CC12)C=NN quinoxaline-5-formaldehyde hydrazone